F[C@H]1CNCC[C@H]1OC=1C=C(C#N)C=CC1 3-(((3S,4R)-3-fluoropiperidin-4-yl)oxy)benzonitrile